3-(α-D-Glucopyranosyl)propionyl-L-phenylalanine ethyl ester C(C)OC([C@@H](NC(CC[C@@H]1[C@H](O)[C@@H](O)[C@H](O)[C@H](O1)CO)=O)CC1=CC=CC=C1)=O